ClC1=CC2=C(N(C(N=C2N2[C@H](CN(CC2)C(C=C)=O)C)=O)C=2C(=NOC2C(C)C)C)N=C1C1=C(C=CC=C1)F 6-chloro-7-(2-fluorophenyl)-1-(3-methyl-5-(2-propanyl)-1,2-oxazol-4-yl)-4-((2S)-2-methyl-4-(2-propenoyl)-1-piperazinyl)pyrido[2,3-d]pyrimidin-2(1H)-one